(Z)-3-(5-(2-(2-(2-(4-(1-(4-hydroxyphenyl)-2-phenylbut-1-en-1-yl)phenoxy)ethoxy)ethoxy)ethoxy)-1-oxoisoindolin-2-yl)piperidine-2,6-dione OC1=CC=C(C=C1)/C(=C(\CC)/C1=CC=CC=C1)/C1=CC=C(OCCOCCOCCOC=2C=C3CN(C(C3=CC2)=O)C2C(NC(CC2)=O)=O)C=C1